COC1=NN=C2N1N=C(C=C2)N2CCC(CC2)C2=CC=C(OCCN1C(C(N(CC1)C)=O)C)C=C2 4-(2-(4-(1-(3-methoxy-[1,2,4]triazolo[4,3-b]pyridazin-6-yl)piperidin-4-yl)phenoxy)ethyl)-1,3-dimethylpiperazin-2-one